CC(C)(C1=C(C(=CC(=C1)C)C)OCC(=O)N)C1=C(C(=CC(=C1)C)C)OCC(=O)N 2,2'-((propane-2,2-diylbis(4,6-dimethyl-2,1-phenylene))bis(oxy))diacetamide